O=C1CNCC(N1)C(=O)OC Methyl 6-oxopiperazine-2-carboxylate